dieth-oxyacetophenone C(C)OC(C(=O)C1=CC=CC=C1)OCC